BrC1=CC=C2C(=CN(C2=C1)[Si](C)(C)C(C)(C)C)F 6-bromo-1-(tert-butyldimethylsilyl)-3-fluoroindole